ClC1=CC(=C(C=C1)N1C(N([C@@H](C1)C#N)C1=CN=CC2=CC=CC=C12)=O)OC (S)-1-(4-chloro-2-methoxyphenyl)-3-(isoquinolin-4-yl)-2-oxoimidazoline-4-carbonitrile